(1E,3E,5E,7E,9E,11E)-1,12-diphenyldodeca-1,3,5,7,9,11-hexaene C1(=CC=CC=C1)\C=C\C=C\C=C\C=C\C=C\C=C\C1=CC=CC=C1